COC1=C(C=C(C(=C1)CC(C)=O)OC)CC(CC)N1C(C2=CC=CC=C2C1=O)=O 2-(1-(2,5-dimethoxy-4-(2-oxopropyl)phenyl)butan-2-yl)isoindoline-1,3-dione